C1(CC1)C(NC(=O)[C@H]1N(C[C@@H](C1)O)C([C@H](C(C)(C)C)N1N=NC(=C1)C1CC1)=O)C=1SC=C(N1)C (2S,4R)-N-[cyclopropyl-(4-methylthiazol-2-yl)methyl]-1-[(2S)-2-(4-cyclopropyltriazol-1-yl)-3,3-dimethyl-butanoyl]-4-hydroxy-pyrrolidine-2-carboxamide